4-methoxy-2-(((2S)-1-((3-methylbutan-2-yl)amino)-1-oxopropan-2-yl)carbamoyl)pyridin-3-yl butyrate C(CCC)(=O)OC=1C(=NC=CC1OC)C(N[C@H](C(=O)NC(C)C(C)C)C)=O